4-(bromomethyl)-2,6-difluoro-Benzoic acid methyl ester COC(C1=C(C=C(C=C1F)CBr)F)=O